ClC1=CC2=C(N=C(S2)NC(=O)C2(CCCCC2)C)C=C1 N-(6-chloro-1,3-benzothiazol-2-yl)-1-methylcyclohexane-1-carboxamide